CC1(C(=O)O)C(C(=C(C(=C1C)C)OCC1=CC=CC=C1)C)C(F)F.C(#N)[C@H](C[C@H]1C(NCC1)=O)NC([C@@H](NC(CC1CC(C1)(F)F)=O)CC(C)(C)C)=O N-{(1S)-1-Cyano-2-[(3S)-2-oxopyrrolidin-3-yl]ethyl}-N2-[(3,3-difluorocyclobutyl)acetyl]-4-methyl-L-leucinamide methyl-4-(benzyloxy)-2-(difluoromethyl)-3,5,6-trimethylbenzoate